5-oxo-4,5-dihydropyrazolo[1,5-a]pyridine O=C1CC=2N(C=C1)N=CC2